BrC1=C2N(C=3C(=C(C=C(C13)N(C(OC(C)(C)C)=O)CCO)Cl)Cl)CCN(C2=O)C tert-Butyl (10-bromo-6,7-dichloro-2-methyl-1-oxo-1,2,3,4-tetrahydropyrazino[1,2-a]indol-9-yl)(2-hydroxy ethyl)carbamate